C(CCCCCCCCCCCCCCC)COC1=CC(=CC=C1O)\C=C\C(=O)CC(=O)\C=C\C1=CC=C(O)C(OC)=C1 hexadecyl-curcumin